ClC=1C=C(C=C(C1)Cl)\C(\C)=N\OCC1=C(C=CC=C1C)\C(\C(=O)NC)=N/OC (2E)-2-[2-[[(E)-1-(3,5-dichlorophenyl)ethylideneamino]oxymethyl]-3-methyl-phenyl]-2-methoxyimino-N-methyl-acetamide